rac-2-((2-Methyl-6-(trifluoromethyl)pyridin-3-yl)sulfonyl)-6-(1-oxaspiro[3.3]heptan-6-yl)-2,6-diazaspiro[3.3]heptane CC1=NC(=CC=C1S(=O)(=O)N1CC2(C1)CN(C2)C2CC1(CCO1)C2)C(F)(F)F